4-(5-(2-hydroxypropan-2-yl)pyridin-2-yl)piperazine-1-carboxylic acid tert-butyl ester C(C)(C)(C)OC(=O)N1CCN(CC1)C1=NC=C(C=C1)C(C)(C)O